CC(C(N1CCNCC1)=O)(C)NC(OC(C)(C)C)=O tert-butyl (2-methyl-1-oxo-1-(piperazin-1-yl)propan-2-yl)carbamate